3-(3,4-difluorobenzyl)-1-(4-(pyridin-4-yl)phenyl)-1,5-dihydro-2H-pyrrole-2-one FC=1C=C(CC=2C(N(CC2)C2=CC=C(C=C2)C2=CC=NC=C2)=O)C=CC1F